[2-[4-{6-fluoro-1,2-benzisoxazol-3-yl}-1-piperidinyl]ethyl]-6,7,8,9-tetrahydro-2-methyl-4H-pyrido[1,2-a]pyrimidin-4-one FC1=CC2=C(C(=NO2)C2CCN(CC2)CCC2=C(N=C3N(C2=O)CCCC3)C)C=C1